(E)-phenyl-(styryl)silane C1(=CC=CC=C1)[SiH2]\C=C\C1=CC=CC=C1